1-[4-[7-[6-amino-3-(trifluoromethyl)-2-pyridinyl]-6-chloro-2-[(1S)-2-(dimethylamino)-1-methyl-ethoxy]quinazolin-4-yl]piperazin-1-yl]prop-2-en-1-one NC1=CC=C(C(=N1)C1=C(C=C2C(=NC(=NC2=C1)O[C@H](CN(C)C)C)N1CCN(CC1)C(C=C)=O)Cl)C(F)(F)F